NC1C(CCCC1)NC(OC(C)(C)C)=O tert-butyl (2-aminocyclohexyl)carbamate